FC(C(=C(C(C(F)(F)F)(C(F)(F)F)F)F)F)(F)F perfluoro(4-methylpent-2-ene)